(4R,5R)-ethyl 2,2-dimethyl-5-(thiophen-3-yl)-1,3-dioxolane-4-carboxylate CC1(O[C@@H]([C@@H](O1)C(=O)OCC)C1=CSC=C1)C